TOLUIDINYL-NAPHTHALENESULFONATE N(C=1C(=CC=CC1)C)C1=C(C2=CC=CC=C2C=C1)S(=O)(=O)[O-]